1-[6-[5-[(6-Methylpyridazin-3-yl)amino]benzimidazol-1-yl]-2-[3-methyl-1-(2,2,2-trifluoroethyl)pyrazol-4-yl]-3-pyridyl]ethanol CC1=CC=C(N=N1)NC1=CC2=C(N(C=N2)C2=CC=C(C(=N2)C=2C(=NN(C2)CC(F)(F)F)C)C(C)O)C=C1